morpholinoate N1(CCOCC1)C(=O)[O-]